(5-chloro-1H-indol-3-yl)-5-phenylisoindoline-2-carboxamide ClC=1C=C2C(=CNC2=CC1)C1N(CC2=CC(=CC=C12)C1=CC=CC=C1)C(=O)N